ClC1=C(N=CC(=N1)OC1CCN(CC1)C(=O)OC(C)(C)C)C tert-butyl 4-((6-chloro-5-methylpyrazin-2-yl)oxy)piperidine-1-carboxylate